(Z)-N-[1-[(6-chloro-3-pyridyl)methyl]-2-pyridylidene]-2,2,2-trifluoro-acetamide ClC1=CC=C(C=N1)CN1\C(\C=CC=C1)=N/C(C(F)(F)F)=O